BrC1=NC(=CC(=C1)C1C2CCCC(CO1)N2C(=O)OC(C)(C)C)Cl exo-tert-butyl 2-(2-bromo-6-chloropyridin-4-yl)-3-oxa-9-azabicyclo[3.3.1]nonane-9-carboxylate